(2-Chloro-5-cyclobutoxy-pyridin-4-yl)carbamic acid tert-butyl ester C(C)(C)(C)OC(NC1=CC(=NC=C1OC1CCC1)Cl)=O